chloro-7-oxo-6,7-dihydro-5H-pyrrolo[3,4-b]pyridine-4-carbaldehyde ClC1=CC(=C2C(=N1)C(NC2)=O)C=O